N(C)C[C@H](O)[C@@H](O)[C@H](O)[C@H](O)CO.O\C(=C/CC)\C1C(OC2=C1C=CC=C2)=O (Z)-3-(1-hydroxybutenyl)benzofuran-2-one meglumine salt